tert-butyl 2-(diethoxyphosphoryl)-3-(3-(1-(4-(1,1,2,2-tetrafluoroethoxy)phenyl)cyclopropyl)-1,2,4-oxadiazol-5-yl)propanoate C(C)OP(=O)(OCC)C(C(=O)OC(C)(C)C)CC1=NC(=NO1)C1(CC1)C1=CC=C(C=C1)OC(C(F)F)(F)F